S(=O)(=O)(O)C1=C(C(=O)O)C=CC=C1 2-sulfobenzoic acid